C(C1=CC=CC=C1)OC=1C=C2C=CC(=C(C2=CC1)OC1=CC=C(C=C1)C(=O)Cl)C1=CC=C(C=C1)S(=O)(=O)C 4-((6-(benzyloxy)-2-(4-(methylsulfonyl)phenyl)naphthalen-1-yl)oxy)phenylcarbonyl chloride